tert-butyl 4-[4-(2,6-dibenzyloxy-3-pyridyl)-2,3-dihydro-1,4-benzoxazin-8-yl]-3,3-difluoro-piperidine-1-carboxylate C(C1=CC=CC=C1)OC1=NC(=CC=C1N1CCOC2=C1C=CC=C2C2C(CN(CC2)C(=O)OC(C)(C)C)(F)F)OCC2=CC=CC=C2